4-((3-(3-methyl-2-oxo-1,3-diazepan-1-yl)propyl)amino)pyrimidine-5-carbonitrile CN1C(N(CCCC1)CCCNC1=NC=NC=C1C#N)=O